(2S,4R)-1-[(2S)-2-(4-cyclopropyltriazol-1-yl)-3,3-dimethyl-butanoyl]-4-hydroxy-N-(3-phenylsulfanylcyclobutyl)pyrrolidine-2-carboxamide C1(CC1)C=1N=NN(C1)[C@H](C(=O)N1[C@@H](C[C@H](C1)O)C(=O)NC1CC(C1)SC1=CC=CC=C1)C(C)(C)C